BrC1=NN(C(=N1)Br)CC1(COC1)C 3,5-dibromo-1-((3-methyloxetan-3-yl)methyl)-1H-1,2,4-triazole